Cl.CNC(=O)C1=CC=CC2=CC=CC=C12 N-methyl-1-naphthamide hydrochloride